N-(tert-butyl)-5-(5'-(methylsulfonamido)spiro[cyclohexane-1,3'-indoline]-1'-carbonyl)thiophene-2-sulfonamide C(C)(C)(C)NS(=O)(=O)C=1SC(=CC1)C(=O)N1CC2(C3=CC(=CC=C13)NS(=O)(=O)C)CCCCC2